2-Isopropyl-5-(isoquinolin-3-yl)benzene C(C)(C)C1=CC=C(C=C1)C=1N=CC2=CC=CC=C2C1